C(C=C)(=O)N1C[C@@H](C[C@@H]1CC)N1C(=C(C2=C1N=CN=C2N)C(=O)N[C@H](C)C2=CC=CC=C2)C#CC 7-((3R,5S)-1-propenoyl-5-ethylpyrrolidin-3-yl)-4-amino-N-((R)-1-phenylethyl)-6-(prop-1-yn-1-yl)-7H-pyrrolo[2,3-d]pyrimidine-5-carboxamide